tert-butyl N-[trans-4-(4-amino-5,5-dimethyl-7-nitro-6-oxo-benzo[h]quinazolin-8-yl)oxycyclohexyl]carbamate NC1=NC=NC=2C3=C(C(C(C12)(C)C)=O)C(=C(C=C3)O[C@@H]3CC[C@H](CC3)NC(OC(C)(C)C)=O)[N+](=O)[O-]